C(N)(O[C@H]1CC[C@H]2N(C1=O)[C@@H](C(S2)CC2=CC=CC=C2)C(N[C@@H](C[C@H]2C(NCC2)=O)C#N)=O)=O Benzyl((3R,6S,8aS)-3-(((S)-1-cyano-2-((S)-2-oxopyrrolidin-3-yl)ethyl)carbamoyl)-5-oxohexahydro-2H-thiazolo[3,2-a]pyridin-6-yl) carbamate